3-(4-amino-2-(methylthio)pyrimidin-5-yl)acrylate NC1=NC(=NC=C1C=CC(=O)[O-])SC